ClC1=CC(=NC(=C1)C1CNCCC1)C=1C=NN2C1C=C(C=C2)NC 3-(4-chloro-6-(piperidin-3-yl)pyridin-2-yl)-N-methylpyrazolo[1,5-a]pyridin-5-amine